(4-(2-(cyclopentylamino)benzothiazol-6-yl)-5-fluoropyrimidin-2-yl)amine C1(CCCC1)NC=1SC2=C(N1)C=CC(=C2)C2=NC(=NC=C2F)N